O=C1C(O)=C([O-])[C@H](O1)[C@@H](O)CO.C=1([O-])C([O-])=CC=CC1.C=1([O-])C([O-])=CC=CC1.[Ti+4].[K+].[Na+] sodium potassium titanium(IV) biscatecholate monoascorbate